C(C)(C)(C)SSSC(C)(C)C di-tert-butyl trisulphide